C1(=CC=CC=2SC3=CC=CC=C3NC12)C=O phenothiazinal